5-((3-hydroxypropoxy)carbonyl)furan-2-carboxylic acid OCCCOC(=O)C1=CC=C(O1)C(=O)O